N-(2-((1r,3r,5r,7r)-adamantan-2-ylamino)ethyl)-5-(4-chlorophenyl)-1-(6-methoxy-5-(trifluoromethyl)pyridin-3-yl)-4-methyl-1H-pyrazole-3-carboxamide C12C(C3CC(CC(C1)C3)C2)NCCNC(=O)C2=NN(C(=C2C)C2=CC=C(C=C2)Cl)C=2C=NC(=C(C2)C(F)(F)F)OC